(10-oxo-3-oxaspiro[5.5]undec-8-en-8-yl) propionate C(CC)(=O)OC=1CC2(CCOCC2)CC(C1)=O